S(=O)(=O)(O)OCC1=CC=C2CCC3(C2=C1)CCC(CC3)C(=O)O 6'-[(sulfooxy)methyl]-2',3'-dihydrospiro[cyclohexane-1,1'-indene]-4-carboxylic acid